4-(5-(3-((2-((S)-3-carboxybutanoyl)-4-fluoro-6-methoxybenzo[b]thiophen-5-yl)oxy)propoxy)-6-hydroxybenzo[b]thiophen-2-yl)-2-methyl-4-oxobutanoic acid C(=O)(O)[C@H](CC(=O)C1=CC2=C(S1)C=C(C(=C2F)OCCCOC2=CC1=C(SC(=C1)C(CC(C(=O)O)C)=O)C=C2O)OC)C